2-(2-((5-(1-aminoisoquinolin-7-yl)-1-cyclobutyl-1H-indazol-3-yl)methoxy)-5-methoxyphenyl)acetic acid NC1=NC=CC2=CC=C(C=C12)C=1C=C2C(=NN(C2=CC1)C1CCC1)COC1=C(C=C(C=C1)OC)CC(=O)O